C(C1=CC=CC=C1)OCC1CC1 (1S,2S)-2-((benzyloxy)methyl)cyclopropane